tert-butyl 4-fluoro-4-([[(3R,4R)-4-methyl-1-(8-methylquinolin-5-yl)pyrrolidin-3-yl]carbamoyl]methyl)piperidine-1-carboxylate FC1(CCN(CC1)C(=O)OC(C)(C)C)CC(N[C@H]1CN(C[C@H]1C)C1=C2C=CC=NC2=C(C=C1)C)=O